4-[(E)-2-(3-acetamido-1H-indol-5-yl)vinyl]piperidine-1-carboxylic acid tert-butyl ester C(C)(C)(C)OC(=O)N1CCC(CC1)\C=C\C=1C=C2C(=CNC2=CC1)NC(C)=O